(R)-6-Morpholino-N-(1-(pyrimidin-2-yl)piperidin-3-yl)pyrimidin-4-amine O1CCN(CC1)C1=CC(=NC=N1)N[C@H]1CN(CCC1)C1=NC=CC=N1